C(C(=C)C)(=O)OCCCC1=CC=C(C=C1)OC1=CC=CC=C1 3-(p-phenoxyphenyl)propyl methacrylate